NC1=CC=NC(=C1C(=O)NC1=CC=C(C=C1)N1CCN(CC1)C1CC1)OC 4-Amino-N-(4-(4-cyclopropylpiperazin-1-yl)phenyl)-2-methoxynicotinamide